C(C=C)OCC(C(=O)O)=C 2-Allyloxymethyl-acrylic acid